C(C)(=O)[O-].C(C)(=O)[O-].C(C)[N+](CC)(CC)CC.C(C)[N+](CC)(CC)CC tetraethyl-ammonium diacetate